N[C@@H](CCC(=O)O)C(=O)N[C@@H](CCC(=O)[O-])C(=O)[O-] Glutamyl-Glutamate